Cl.NC[C@H]1CC(NC1)=O (R)-4-(aminomethyl)pyrrolidin-2-one hydrochloride